O1C=CC2=C1C=C(C=C2)C(=O)N2CC1=CC(=C(C(=C1CC2)Cl)C(=O)N[C@H](C(=O)OC(C)OC(=O)OCCO)CC2=CC(=CC=C2)S(=O)(=O)C)Cl 1-(((2-Hydroxyethoxy)carbonyl)oxy)ethyl (2S)-2-(2-(benzofuran-6-carbonyl)-5,7-dichloro-1,2,3,4-tetrahydroisoquinoline-6-carboxamido)-3-(3-(methylsulfonyl)phenyl)propanoate